1-(4-chlorophenyl)cyclobutanenitrile ClC1=CC=C(C=C1)C1(CCC1)C#N